methyl-1,2-ethylenediamine hydrochloride Cl.CNCCN